bismuth telluride lithium lead [Pb].[Li].[Bi]=[Te]